Ethylmethoxyethylmorpholine C(C)C1N(CCOC1)CCOC